COCC1OC=2C(=NC=C(C2)N=C(C2=CC=CC=C2)C2=CC=CC=C2)OC1 N-(2-(methoxymethyl)-2,3-dihydro-[1,4]dioxino[2,3-b]pyridin-7-yl)-1,1-diphenylmethanimine